1-[3-[4-(3-chlorophenyl)piperazin-1-yl]propyl][1,2,4]triazolo[4,3-a]pyridin-1-ium-3-ol ClC=1C=C(C=CC1)N1CCN(CC1)CCC[N+]=1N=C(N2C1C=CC=C2)O